4-(3-(2,4-dioxotetrahydropyrimidin-1(2H)-yl)-4-methoxybenzoyl)piperazine-1-carboxylate O=C1N(CCC(N1)=O)C=1C=C(C(=O)N2CCN(CC2)C(=O)[O-])C=CC1OC